N-(4-((R*)-2-(2-fluorophenyl)propyl)-6-(((R)-1-hydroxy-4-methylpentan-2-yl)amino)-1,3,5-triazin-2-yl)methanesulfonamide FC1=C(C=CC=C1)[C@@H](CC1=NC(=NC(=N1)N[C@@H](CO)CC(C)C)NS(=O)(=O)C)C |o1:7|